C(#N)C=1C=C(C=CC1)NC(C1=C(C=C(C=C1)C(F)(F)F)OC1=CC=C(C=C1)C(F)(F)F)=O N-(3-cyanophenyl)-4-(trifluoromethyl)-2-(4-(trifluoromethyl)phenoxy)benzamide